2,5,9-CYCLODODECATRIEN C1C=CCC=CCCC=CCC1